1-(isoquinolin-1-yl)-1,2,3,4-tetrahydroquinoline C1(=NC=CC2=CC=CC=C12)N1CCCC2=CC=CC=C12